4-{2-[3-methoxy-4-(1H-pyrazol-4-yl)phenyl]-1-oxo-2,8-diazaspiro[4.5]Decane-8-carbonyl}pyridin-1-ium-ol COC=1C=C(C=CC1C=1C=NNC1)N1C(C2(CC1)CCN(CC2)C(=O)C2=CC=[N+](C=C2)O)=O